ethyl (R)-3-(3-(7-((2-hydroxyethyl)sulfonyl)-2,6,6-trimethyl-1-(2-methylhydrazineyl)-1-oxoheptan-2-yl)phenyl)propanoate OCCS(=O)(=O)CC(CCC[C@](C(=O)NNC)(C)C=1C=C(C=CC1)CCC(=O)OCC)(C)C